(4-fluoropiperidin-1-yl)(1-(pyrimidin-5-yl)-1,2,3,4-tetrahydroquinolin-6-yl)methanone FC1CCN(CC1)C(=O)C=1C=C2CCCN(C2=CC1)C=1C=NC=NC1